N-{3-bromo-4-[(2-chloro-5-fluorophenyl)carbonyl]-2-methoxy-5-nitrophenyl}-2,2,2-trifluoroacetamide BrC=1C(=C(C=C(C1C(=O)C1=C(C=CC(=C1)F)Cl)[N+](=O)[O-])NC(C(F)(F)F)=O)OC